diethoxyphenyl-phosphine tert-butyl-(S)-5-amino-4-(5-(5-(4-fluorophenyl)-1-methyl-1H-imidazol-4-yl)-1-oxoisoindolin-2-yl)-5-oxopentanoate C(C)(C)(C)OC(CC[C@@H](C(=O)N)N1C(C2=CC=C(C=C2C1)C=1N=CN(C1C1=CC=C(C=C1)F)C)=O)=O.C(C)OP(C1=CC=CC=C1)OCC